6-(1-(4-fluorophenyl)ethyl)-5-((2-(pyrrolidin-1-yl)ethyl)amino)pyrazine-2-carboxylic acid methyl ester COC(=O)C1=NC(=C(N=C1)NCCN1CCCC1)C(C)C1=CC=C(C=C1)F